2-chloro-N-((1S,2R)-2-hydroxy-1-(2-thienyl)cyclohexyl)acetamide ClCC(=O)N[C@@]1([C@@H](CCCC1)O)C=1SC=CC1